C1(=CC=CC=C1)C=1C(=C(C=2CC3=CC=CC=C3OC2C1)C1=CC=CC=C1)C1=CC=CC=C1 triphenylxanthene